4-(1-hydroxy-1-methylethyl)-2-propylimidazole-5-acetic acid ethyl ester C(C)OC(CC1=C(N=C(N1)CCC)C(C)(C)O)=O